[Pt](Cl)Cl.C1=CC=CC1 cyclopentadiene platinum chloride